2-(3,5-Dichloro-4-((5-(2-fluoropropane-2-yl)-6-oxo-1,6-dihydropyridazin-3-yl)oxy)phenyl)-6-(hydroxymethyl)-1,2,4-triazine-3,5(2h,4h)-dione ClC=1C=C(C=C(C1OC1=NNC(C(=C1)C(C)(C)F)=O)Cl)N1N=C(C(NC1=O)=O)CO